C(C(O)CO)C=C(C(=O)OC(COC(C(=C)C)=O)CO)C glycerol methacrylate (Glyceryl-monomethacrylate)